2-[3-carbamoyl-4-(2-methylpropoxy)phenyl]-4-methylthiazole-5-carboxylic acid C(N)(=O)C=1C=C(C=CC1OCC(C)C)C=1SC(=C(N1)C)C(=O)O